ClC=1C=CC=2C3=C(C(N(C2C1)C1=CC=CC=C1)=O)N=C(N3C)CC3=CC=NC=C3 7-chloro-1-methyl-5-phenyl-2-(pyridin-4-ylmethyl)-1,5-dihydro-4H-imidazo[4,5-c]quinolin-4-one